4-((Cyclohexylimino)-methyl)-N-methylsulfanyl-pyrimidin-2-amine C1(CCCCC1)N=CC1=NC(=NC=C1)NSC